CC1=C(C=NN1CC(F)(F)F)N 5-methyl-1-(2,2,2-trifluoroethyl)pyrazol-4-amine